CC1=NOC(=C1C1=CC2=C(N(C(=N2)[C@@H]2CCCC(N2)=O)C2CCNCC2)C=C1)C (S)-6-(5-(3,5-dimethylisoxazol-4-yl)-1-(piperidin-4-yl)-1H-benzo[d]imidazol-2-yl)piperidin-2-one